BrC1=C(C=C(C(=C1)OC1=C(C=C(C=C1)C(F)(F)F)Cl)F)OC 1-Bromo-5-(2-chloro-4-(tri-fluoromethyl)phenoxy)-4-fluoro-2-methoxybenzene